5,5-dimethyl-2-phenyl-1,3,2-dioxaborolan CC1(COB(O1)C1=CC=CC=C1)C